CN1C=NC2=C1C=C(C=C2C(=O)O)CN2C[C@H](CCC2)C (S)-1-methyl-6-((3-methylpiperidin-1-yl)methyl)-1H-benzo[d]imidazole-4-carboxylic acid